1-oxaspiro[3.4]octane O1CCC12CCCC2